2-(o-tolyl)thiazole-5-carboxylic acid C1(=C(C=CC=C1)C=1SC(=CN1)C(=O)O)C